C1(CCCC1)C1=C(C=NC=2N1N=CC2)N(C(=O)N)C=2C=NC(=C(C2)C)C2=NOC(=N2)COCCCC=O N-(7-cyclopentylpyrazolo[1,5-a]pyrimidin-6-yl)-N-(5-methyl-6-{5-[(4-oxobutoxy)methyl]-1,2,4-oxadiazol-3-yl}pyridin-3-yl)urea